2-Amino-4-(butylamino)-6-(4-(piperazin-1-ylmethyl)benzyl)pyrimidin NC1=NC(=CC(=N1)NCCCC)CC1=CC=C(C=C1)CN1CCNCC1